5-(tert-butyl)-N-(2,3-difluoro-4-(3-(2-(N-methylacrylamido)ethoxy)pyridin-4-yl)benzyl)isoxazole-3-carboxamide C(C)(C)(C)C1=CC(=NO1)C(=O)NCC1=C(C(=C(C=C1)C1=C(C=NC=C1)OCCN(C(C=C)=O)C)F)F